C(#N)C1=CC(=C(OCC2=NC=CC(=N2)O[C@@H]2C[C@@H](N(CC2)C(=O)OC(C)(C)C)CO)C=C1)F tert-Butyl (2R,4S)-4-((2-((4-cyano-2-fluorophenoxy)methyl)pyrimidin-4-yl)oxy)-2-(hydroxymethyl)piperidine-1-carboxylate